Cl.NC=1C=CC=C2C=CN(C(C12)=O)CC1=CC=C(C=C1)OC 8-Amino-2-(4-methoxybenzyl)isoquinolin-1(2H)-one hydrochloride